C(C)OC(CC1(CCC(CC1)C1=CC=NC2=CC=C(C=C12)F)O)=O 2-(4-(6-fluoroquinolin-4-yl)-1-hydroxycyclohexyl)acetic acid ethyl ester